C(C)OC1=NC(=CC2=C1C=NN2C2CCOCC2)C(C)=O 1-(4-ethoxy-1-(tetrahydro-2H-pyran-4-yl)-1H-pyrazolo[4,3-c]pyridin-6-yl)ethan-1-one